7-[5-chloro-2-[2-[(3S,6R)-6-(dimethylamino)-2-methyl-4-oxo-5,6,7,8-tetrahydroquinazolin-3-yl]ethoxy]phenyl]-5-methyl-thieno[3,2-b]pyridine-3-carboxylic acid ClC=1C=CC(=C(C1)C1=C2C(=NC(=C1)C)C(=CS2)C(=O)O)OCCN2C(=NC=1CC[C@H](CC1C2=O)N(C)C)C